(6aR,9R)-5-bromo-N,N-diethyl-4-(hydroxymethyl)-7-methyl-4,6,6a,7,8,9-hexahydroindolo[4,3-fg]quinoline-9-carboxamide BrC=1N(C2=CC=CC=3C4=C[C@H](CN([C@@H]4CC1C32)C)C(=O)N(CC)CC)CO